4-chloro-1-(3-cyanocyclopentyl)-N-(3-methyl-5-(phenylethynyl)pyridin-2-yl)-1H-pyrazole-5-carboxamide ClC=1C=NN(C1C(=O)NC1=NC=C(C=C1C)C#CC1=CC=CC=C1)C1CC(CC1)C#N